BrC(C(C)(C#N)Br)(C)C#N Dibromodicyanobutan